(Z)-undec-2-en-1-yl 8-(2-oxoethyl)heptadecanoate O=CCC(CCCCCCC(=O)OC\C=C/CCCCCCCC)CCCCCCCCC